5-(2-FLUOROPHENOXY)-2-(TRIFLUOROMETHYL)-N-(4-(TRIFLUOROMETHYL)PHENYL)-1H-IMIDAZO[4,5-B]PYRAZIN-6-AMINE FC1=C(OC=2N=C3C(=NC2NC2=CC=C(C=C2)C(F)(F)F)NC(=N3)C(F)(F)F)C=CC=C1